N2-cyclohexyl-N3-cyclopentyl-5-(3-methyl-1,2,4-oxadiazol-5-yl)pyridine-2,3-diamine C1(CCCCC1)NC1=NC=C(C=C1NC1CCCC1)C1=NC(=NO1)C